C(C)OC=1C=C(C=2N(C1)N=C1C2C=NN1)C=1C=CC(=NC1)N1C[C@@H]2C([C@@H]2C1)C1=C(C(=O)N)C(=CC=C1)F ((1R,5S,6S)-3-(5-(6-ethoxy-1H-pyrazolo[3',4':3,4]pyrazolo[1,5-a]pyridin-4-yl)pyridin-2-yl)-3-azabicyclo[3.1.0]hexan-6-yl)-6-fluorobenzamide